3-(2-(dimethylamino)ethyl)-1H-indol-4-yl pentyl carbonate C(OC1=C2C(=CNC2=CC=C1)CCN(C)C)(OCCCCC)=O